8-(8-((6-amino-2,3-dichloropyridin-4-yl)thio)imidazo[1,2-c]pyrimidin-5-yl)-3,3-difluoro-8-azaspiro[4.5]decan-1-amine NC1=CC(=C(C(=N1)Cl)Cl)SC=1C=2N(C(=NC1)N1CCC3(CC(CC3N)(F)F)CC1)C=CN2